(benzyloxy)cyclopropane-1-carboxylic acid methyl ester COC(=O)C1(CC1)OCC1=CC=CC=C1